[Br-].CN1C(COCC1)CC N-methyl-ethyl-morpholine bromide